C(C)OC(\C(\C(C)=O)=N/OC)=O (Z)-2-methoxyimino-3-oxobutanoic acid ethyl ester